O1CCN(CC1)CC=1N=C(C2=C(N1)C=CS2)NC2=CC(=CC=C2)C(F)(F)F 2-(morpholinomethyl)-N-(3-(trifluoromethyl)phenyl)thieno[3,2-d]pyrimidin-4-amine